N-((1r,4r)-4-((5-(3-(2,2-difluoroethyl)-2-methyl-3H-imidazo[4,5-b]pyridin-5-yl)-4-(methylamino)-7H-pyrrolo[2,3-d]pyrimidin-2-yl)amino)cyclohexyl)acetamide FC(CN1C(=NC=2C1=NC(=CC2)C2=CNC=1N=C(N=C(C12)NC)NC1CCC(CC1)NC(C)=O)C)F